FC1=CC=C(C(=O)NCC=2N=NN(C2)[C@@H](CC(NO)=O)CC=2C=C(C=CC2)C2=CC(=CC=C2)CO)C=C1 (R)-4-fluoro-N-{1-[2-hydroxycarbamoyl-1-(3'-hydroxymethyl-biphenyl-3-ylmethyl)-ethyl]-1H-[1,2,3]triazol-4-ylmethyl}-benzamide